1-(4-carbamoyl-2-pyridinyl)piperidine-4-carboxylic acid TFA salt OC(=O)C(F)(F)F.C(N)(=O)C1=CC(=NC=C1)N1CCC(CC1)C(=O)O